N(=C=O)CCC(CCCN=C=O)N=C=O 1,3,6-triisocyanatohexane